C1([C@@H](O)[C@H](O)[C@@H](O)[C@@H](O1)CO)C(=O)C1[C@@H](O)[C@H](O)[C@@H](O)[C@@H](O1)CO L-glucosyl ketone